C1(C=CC(N1C1=CC=C(C=C1)CCCC(=O)ON1C(C(CC1=O)S(=O)(=O)O)=O)=O)=O sulfosuccinimidyl 4-(p-maleimido-phenyl)butyrate